carbamic acid methyl ester trifluoroacetate salt FC(C(=O)O)(F)F.COC(N)=O